(R) and (S)-(-)-β-hydroxy-γ-butyrolactone O[C@@H]1CC(=O)OC1 |r|